C1(=CC=CC=C1)[S+](=O)(C1=CC=C(C=C1)[N+](=O)[O-])C1=CC=CC=C1 diphenyl-(p-nitrophenyl)sulfoxonium